2-(2-chlorophenyl)-N-(1-((4-fluorophenyl)amino)-5-sulfamoylisoquinolin-7-yl)acetamide ClC1=C(C=CC=C1)CC(=O)NC1=CC(=C2C=CN=C(C2=C1)NC1=CC=C(C=C1)F)S(N)(=O)=O